p-tolylcumene C1(=C(C=CC=C1)C1=CC=C(C=C1)C(C)C)C